C1(=CCCCC1)C=1C(C(=C(N(C1C)C)C)C(=O)NC1=CC(=C(C=C1)OC1=CC=NC2=CC(=CN=C12)OCCOC)F)=O 5-(cyclohexen-1-yl)-N-[3-fluoro-4-[[7-(2-methoxyethoxy)-1,5-naphthyridin-4-yl]oxy]phenyl]-1,2,6-trimethyl-4-oxopyridine-3-carboxamide